cis-anisole C1(=CC=CC=C1)OC